ClC=1N=C2SC=CN2C1S(=O)(=O)NCCC1=CNC2=CC=CC=C12 (6-chloroimidazo[2,1-b][1,3]thiazole-5-sulfonyl)tryptamine